C(CCCCCCCCCCCCC)(=O)OCC(OC(CCCCCCCCCCCCC)=O)CO glycerol 1,2-dimyristate